[5-[6-(tert-Butoxycarbonylamino)-3-azabicyclo[3.1.0]hexan-3-yl]pyrazine-2-carbonyl]oxylithium C(C)(C)(C)OC(=O)NC1C2CN(CC12)C=1N=CC(=NC1)C(=O)O[Li]